2-((tert-butoxycarbonyl)amino)-7-fluorobenzo[d]thiazole C(C)(C)(C)OC(=O)NC=1SC2=C(N1)C=CC=C2F